O=C1NC(CC[C@H]1N1C(C2=CC=CC(=C2C1=O)NC=1C=C2C=NN(C2=CC1C1=CC(=NC=C1)C)[C@H]1COCC1)=O)=O 2-((R)-2,6-dioxopiperidin-3-yl)-4-((6-(2-methylpyridin-4-yl)-1-((R)-tetrahydrofuran-3-yl)-1H-indazol-5-yl)amino)isoindoline-1,3-dione